N-(2-(4-ethylpiperazin-1-yl)-5-(4-(4-((6-(trifluoromethyl)pyridazin-3-yl)oxy)phenyl)piperidine-1-carbonyl)phenyl)-2,2-difluoro-2-phenylacetamide C(C)N1CCN(CC1)C1=C(C=C(C=C1)C(=O)N1CCC(CC1)C1=CC=C(C=C1)OC=1N=NC(=CC1)C(F)(F)F)NC(C(C1=CC=CC=C1)(F)F)=O